CN1CCN(CC1)C=1C=C(C=CC1)NC(=O)[C@@H]1[C@H](N(C(C2=CC=CC=C12)=O)CC1=CC=NC=C1)C1=CC=C(C=C1)C(F)(F)F (3S,4S)-N-(3-(4-Methylpiperazin-1-yl)phenyl)-1-oxo-2-(pyridin-4-ylmethyl)-3-(4-(trifluoromethyl)phenyl)-1,2,3,4-tetrahydroisochinolin-4-carboxamid